N1(CCNCCC1)C=1N=C(C2=C(N1)CSC2)NC=2C=C1C=NNC1=CC2 2-(1,4-diazacycloheptan-1-yl)-N-(1H-indazol-5-yl)-5,7-dihydrothieno[3,4-d]pyrimidin-4-amine